OC1=C(C=CC=2C(C3=CC=CC(=C3C(C12)=O)O)=O)O 1,2,8-trihydroxyanthraquinone